COC1=C2C(NC(=NC2=CC(=C1)OC)C1=CC=C(C=C1)N1CCC(CC1)CN1C2CN(CC1CC2)C2=CC1=CN(C=C1C=C2F)C2C(NC(CC2)=O)=O)=O 5-(8-((1-(4-(5,7-dimethoxy-4-oxo-3,4-dihydroquinazolin-2-yl)phenyl)piperidin-4-yl)methyl)-3,8-diazabicyclo[3.2.1]octane-3-yl)-2-(2,6-dioxopiperidin-3-yl)-6-fluoroisoindole